tert-butyl (E)-(4-((2-(2-((tert-butyldimethylsilyl)oxy)ethoxy)-4-carbamoyl-6-nitrophenyl)amino)but-2-en-1-yl)carbamate [Si](C)(C)(C(C)(C)C)OCCOC1=C(C(=CC(=C1)C(N)=O)[N+](=O)[O-])NC/C=C/CNC(OC(C)(C)C)=O